3,5-bis(2-(methylsulfonyl)pyrimidin-4-yl)benzene CS(=O)(=O)C1=NC=CC(=N1)C=1C=CC=C(C1)C1=NC(=NC=C1)S(=O)(=O)C